ClC1=C(C#N)C=C(C=C1)C(=O)N1CC=2C(=NN3C2C(N(CC3C)C(C)C3=CC=C(C=C3)OC(F)F)=O)C[C@H]1C 2-chloro-5-((3R)-9-(1-(4-(difluoromethoxy)phenyl)ethyl)-3,7-dimethyl-10-oxo-1,2,3,4,7,8,9,10-octahydropyrido[4',3':3,4]pyrazolo[1,5-a]pyrazine-2-carbonyl)benzonitrile